C(C)(C)OCC1=NC2=CC=C(C=C2C=C1)C=O 2-(Isopropoxymethyl)quinoline-6-carbaldehyde